NN1C=NC(C2=C1N(C(S2)=O)[C@@H]2O[C@@H](C[C@H]2O)CO)=O amino-3-((2R,3R,5S)-3-hydroxy-5-(hydroxymethyl)tetrahydrofuran-2-yl)thiazolo[4,5-d]pyrimidine-2,7(3H,4H)-dione